C1CC12CCN(CC2)CCO[C@H](C)C2=CC=C(C=N2)C2=CC=1C3=C(N=NC1C=C2)N(C(N3[C@@H]3C[C@@H](C3)OC)=O)C 8-(6-((R)-1-(2-(6-azaspiro[2.5]octan-6-yl)ethoxy)ethyl)pyridin-3-yl)-1-(cis-3-methoxycyclobutyl)-3-methyl-1H-imidazo[4,5-c]cinnolin-2(3H)-one